ClC1=CC=CC(=N1)CN1CCN(CCN(CCN(CC1)CC(=O)O)CP(=O)(C)O)CC(=O)O 2,2'-(4-((6-chloropyridin-2-yl)methyl)-10-((hydroxy(methyl)phosphoryl)methyl)-1,4,7,10-tetraazacyclododecane-1,7-diyl)diacetic acid